tert-Butyl (3S,4R)-4-[4-[4-[2-[tert-butyl (dimethyl)silyl]oxy-1-(5-fluoro-2-pyridyl)ethoxy] pyrazolo[1,5-a]pyridin-6-yl]-5-methyl-triazol-1-yl]-3-fluoro-piperidine-1-carboxylate [Si](C)(C)(C(C)(C)C)OCC(OC=1C=2N(C=C(C1)C=1N=NN(C1C)[C@H]1[C@H](CN(CC1)C(=O)OC(C)(C)C)F)N=CC2)C2=NC=C(C=C2)F